CN(C1=C(C(=NC=2N1N=CN2)C)CC2CN(C2)S(=O)(=N)C)C N,N,5-trimethyl-6-((1-(S-methylsulfonimidoyl)azetidin-3-yl)methyl)-[1,2,4]triazolo[1,5-a]pyrimidin-7-amine